C(C)OC(CN1C[C@@H](CCC1)N)=O (R)-2-(3-aminopiperidin-1-yl)acetic acid ethyl ester